O1CCC2=C1C(=CC=C2)CCCN2CC1=C(N3CC(NC=4C=CC=C1C34)=O)CC2 8-(3-(2,3-Dihydrobenzofuran-7-yl)propyl)-7,8,9,10-tetrahydro-1H-pyrido[3',4':4,5]pyrrolo[1,2,3-de]quinoxalin-2(3H)-one